tert-butyl (2R,6S)-4-(6-(6-ethoxy-2-methylpyrazolo[1,5-a]pyridine-5-carboxamido)pyridazin-3-yl)-2,6-dimethylpiperazine-1-carboxylate C(C)OC=1C(=CC=2N(C1)N=C(C2)C)C(=O)NC2=CC=C(N=N2)N2C[C@H](N([C@H](C2)C)C(=O)OC(C)(C)C)C